BrC=1C=C2C3(C(NC2=CC1C)=O)C(C3)(C3=CC=CC=C3)C3=CC=CC=C3 5'-bromo-6'-Methyl-2,2-diphenylspiro[cyclopropane-1,3'-indol]-2'-one